C(C)(C)(C)OC(NC1CCN(CC1)S(=O)(=O)C1=CC=C(C=C1)F)=O (1-((4-fluorophenyl)sulfonyl)piperidin-4-yl)carbamic acid tert-butyl ester